2-(3,5-dichloro-4-fluorophenyl)-N-hydroxyacetamidine ClC=1C=C(C=C(C1F)Cl)CC(=N)NO